tert-butyl 6-fluoro-3-(3-((6-fluoronaphthalen-1-yl)oxy)propyl)-7-(1,3,5-trimethyl-1H-pyrazol-4-yl)-1H-indole-2-carboxylate FC1=CC=C2C(=C(NC2=C1C=1C(=NN(C1C)C)C)C(=O)OC(C)(C)C)CCCOC1=CC=CC2=CC(=CC=C12)F